CN(C)CC1=C(N=CC(=N1)NC=1C=CC(=C2CNC(C12)=O)C1=CN=C2N1C=CC(=C2)F)[C@H]2COCC2 (S)-7-((6-((dimethyl-amino)methyl)-5-(tetrahydro-furan-3-yl)pyrazin-2-yl)amino)-4-(7-fluoro-imidazo[1,2-a]pyridin-3-yl)isoindolin-1-one